S(C1=CC(=C(C=C1)O)N)C1=CC(=C(C=C1)O)N 4,4'-thiobis[2-aminophenol]